4-methoxyphenyl 3,6-di-O-benzyl-2-deoxy-4-O-{2,4-di-O-benzyl-beta-D-mannopyranosyl}-2-(1,3-dioxido-1,3-dihydro-2H-isoindol-2-yl)-beta-D-glucopyranoside C(C1=CC=CC=C1)O[C@@H]1[C@H]([C@H](OC2=CC=C(C=C2)OC)O[C@@H]([C@H]1O[C@H]1[C@@H](OCC2=CC=CC=C2)[C@@H](O)[C@H](OCC2=CC=CC=C2)[C@H](O1)CO)COCC1=CC=CC=C1)N1C(C2=CC=CC=C2C1[O-])[O-]